rel-3-fluoro-4-iodo-6-methyl-2-{[(1r,4r)-4-(trifluoromethyl)cyclohexyl]-oxy}pyridine FC=1C(=NC(=CC1I)C)OC1CCC(CC1)C(F)(F)F